4-((1-(2,2-difluoroethyl)-1H-pyrazol-4-yl)amino)-N-((1s,4s)-4-hydroxycyclohexyl)-2-(thiazol-5-yl)thieno[2,3-b]pyridine-5-carboxamide FC(CN1N=CC(=C1)NC1=C2C(=NC=C1C(=O)NC1CCC(CC1)O)SC(=C2)C2=CN=CS2)F